COC=1C=C(C=CC1OC)C1=C(C=C(C=C1)NC(=O)N1CCC(CC1)C(F)(F)F)C=1N=NN(N1)C(C1=CC=CC=C1)(C1=CC=CC=C1)C1=CC=CC=C1 N-(3',4'-dimethoxy-2-(2-trityl-2H-tetrazol-5-yl)-[1,1'-biphenyl]-4-yl)-4-(trifluoromethyl)piperidine-1-carboxamide